(3R,5R,8R,9R,10S,13S,14S,17R)-17-((2S,3R)-4-cyclopropyl-3-hydroxybutan-2-yl)-13-methyl-3-(trifluoromethyl)hexadecahydro-1H-cyclopenta[a]phenanthren-3-ol C1(CC1)C[C@H]([C@@H](C)[C@H]1CC[C@H]2[C@@H]3CC[C@@H]4C[C@@](CC[C@@H]4[C@H]3CC[C@]12C)(O)C(F)(F)F)O